tert-butyl N-[2-[(5-bromo-3-methylpyrazin-2-yl)oxy]ethyl]-N-methylcarbamate BrC=1N=C(C(=NC1)OCCN(C(OC(C)(C)C)=O)C)C